(R)-4-amino-7-fluoro-N-methyl-N-(6-(trifluoromethoxy)-2,3-dihydrobenzofuran-3-yl)imidazo[1,5-a]quinoxaline-8-carboxamide NC=1C=2N(C3=CC(=C(C=C3N1)F)C(=O)N([C@H]1COC3=C1C=CC(=C3)OC(F)(F)F)C)C=NC2